methyl (5RS)-3-oxo-2,3,5,6,7,8-hexahydro[1,2,4]triazolo[4,3-a]pyridine-5-carboxylate O=C1NN=C2N1[C@H](CCC2)C(=O)OC |r|